2-(4-(2-amino-2-oxoethoxy)phenyl)propanoic acid methyl ester COC(C(C)C1=CC=C(C=C1)OCC(=O)N)=O